C(C)(C)(C)P([C-]1C=CC=C1)C1=NC=CC=C1.[C-]1(C=CC=C1)P(C1=NC=CC=C1)C(C)(C)C.[Fe+2] 1,1'-bis((t-butyl)(2-pyridyl)phosphino)-ferrocene